CN(CCC[In](C)C)C (3-dimethylaminopropyl)dimethyl-indium